(±)-2-(1-(((Tetrahydro-2H-pyran-2-yl)oxy)methyl)cyclopropyl)ethan-1-ol O1[C@@H](CCCC1)OCC1(CC1)CCO |r|